CC1=NC(=NC=C1)C1CC1 (4-methylpyrimidin-2-yl)cyclopropane